(R)-3-(3-chloro-4-fluorophenyl)-1-methyl-1-(1-(2-methyl-1-oxo-1,2-dihydroisoquinolin-4-yl)ethyl)urea ClC=1C=C(C=CC1F)NC(N([C@H](C)C1=CN(C(C2=CC=CC=C12)=O)C)C)=O